ClC1=C(C=CC=C1)C1OC2=C(C=3N1C=C(C(C3)=O)C(=O)O)C=3CC(OC3C(=C2)OCCCOC)(C)C 7-(2-chlorophenyl)-4-(3-methoxypropoxy)-2,2-dimethyl-11-oxo-1,2,7,11-tetrahydrobenzofuro[4,5-e]pyrido[1,2-c][1,3]oxazine-10-carboxylic acid